NCCN1C(=O)N(C(=O)N(C1=O)C)CCN 1,3-bis(2-aminoethyl)-5-methyl-isocyanuric acid